(S)-N-(7-(3-Hydroxy-3-methylbut-1-yn-1-yl)-5-methyl-4-oxo-2,3,4,5-tetrahydrobenzo[b][1,4]oxazepin-3-yl)-4-((6-methylpyridin-3-yl)oxy)picolinamid OC(C#CC1=CC2=C(OC[C@@H](C(N2C)=O)NC(C2=NC=CC(=C2)OC=2C=NC(=CC2)C)=O)C=C1)(C)C